5-chloro-4-[(2S)-2-ethylpiperazin-1-yl]-2-(4-pyridinyl)-1H-pyrimidin-6-one ClC1=C(N=C(NC1=O)C1=CC=NC=C1)N1[C@H](CNCC1)CC